C=1(C(=CC(=C(C1)N)N)N)N 1,2,4,5-benzenetetraamine